5-(4-chlorophenyl)-2,3-dimethyl-7-(4-(trifluoromethoxy)phenyl)pyrido[2,3-d]pyridazin-8(7H)-one ClC1=CC=C(C=C1)C=1C2=C(C(N(N1)C1=CC=C(C=C1)OC(F)(F)F)=O)N=C(C(=C2)C)C